N[C@@H](CCCCN)C(=O)[O-].[Cu+2].N[C@@H](CCCCN)C(=O)[O-] copper (II) lysinate